5-(tert-butyl)-N-(((3S,4R)-3-fluoro-1-(6-(1-methyl-1H-pyrazol-4-yl)pyrazolo[1,5-a]pyrazin-4-yl)piperidin-4-yl)methyl)-1,2,4-oxadiazole-3-carboxamide C(C)(C)(C)C1=NC(=NO1)C(=O)NC[C@@H]1[C@@H](CN(CC1)C=1C=2N(C=C(N1)C=1C=NN(C1)C)N=CC2)F